COCCNC1CC(CC(C1)C1=C2C=CC=NC2=C(C=C1)C(F)(F)F)C N-(2-methoxyethyl)-3-methyl-5-(8-(trifluoromethyl)quinolin-5-yl)cyclohexylamine